ClC1=C(C(=CC=2C(CCCC12)C=1C=NC(=NC1)NCCO)C#N)OCCCl 4-chloro-3-(2-chloroethoxy)-8-(2-((2-hydroxyethyl)amino)pyrimidin-5-yl)-5,6,7,8-tetrahydronaphthalene-2-carbonitrile